chloro(di-tert-butyl)phosphine ClP(C(C)(C)C)C(C)(C)C